Ethyl (S)-3-(2'-(but-3-en-1-yloxy)-4-fluoro-5,6'-dimethyl-[1,1'-biphenyl]-3-yl)-3-((R)-2-hydroxyhex-5-enamido)propanoate C(CC=C)OC1=C(C(=CC=C1)C)C1=CC(=C(C(=C1)C)F)[C@H](CC(=O)OCC)NC([C@@H](CCC=C)O)=O